(S)-3-((2-(4-(difluoromethyl)-2-carbonyloxazolidin-3-yl)-5,6-dihydrobenzo[f]imidazo[1,2-d][1,4]oxazepin-9-yl)amino)oxetane tert-butyl-4-(1-benzofuran-4-yl)piperidine-1-carboxylate C(C)(C)(C)OC(=O)N1CCC(CC1)C1=CC=CC2=C1C=CO2.FC([C@H]2N(C(OC2)=C=O)C=2N=C1N(CCOC3=C1C=CC(=C3)NC3COC3)C2)F